FC1=C(C=C(C=O)C=C1)C1=CNC2=NC=C(C=C21)C2=CSC=C2 4-Fluoro-3-(5-thiophen-3-yl-1H-pyrrolo[2,3-b]pyridin-3-yl)-benzaldehyde